[P+3].[Fe+]=S ferric sulfide phosphorus